[N+](=O)([O-])C1=C(/C=C/C2=CC=C(C=C2)\C=C\C2=C(C=CC=C2)[N+](=O)[O-])C=CC=C1 1,4-bis((E)-2-nitrostyryl)benzene